2-(4-(dimethylamino)styryl)-4-oxo-4H-chromen-3-yl-2-ethylbutyric acid CN(C1=CC=C(C=CC=2OC3=CC=CC=C3C(C2C(C(=O)O)(CC)CC)=O)C=C1)C